The molecule is a benzyltetrahydroisoquinoline having the benzyl group at the 1-position and an N-methyl substituent. It is a conjugate base of a 1-benzyl-2-methyl-1,2,3,4-tetrahydroisoquinolinium. CN1CCC2=CC=CC=C2C1CC3=CC=CC=C3